5'-methyl-N-(7-methyl-[1,2,4]-triazolo[1,5-a]pyridin-6-yl)-4,5,5',7'-tetrahydro-2H-spiro[furan-3,8'-imidazo[1,2-e]purin]-2'-amine CN1C=2N(C=3N=C(N=CC13)NC=1C(=CC=3N(C1)N=CN3)C)C3(CN2)COCC3